FC1=CC=C(C=C1)NC(=O)C1=C(N(C(=C1C)C(C(=O)NC1(CCC(CC1)O)C)=O)C)C N-(4-fluorophenyl)-5-(2-(((1r,4r)-4-hydroxy-1-methylcyclohexyl)amino)-2-oxoacetyl)-1,2,4-trimethyl-1H-pyrrole-3-carboxamide